FC(C1=CC=C(\C=C/2\C(N(C(C2)=O)C(CCCCCC[NH-])O)=O)C=C1)(F)F (E)-7-(3-(4-trifluoromethylbenzylidene)-2,5-dioxopyrrolidinyl)-N-hydroxyheptylamide